N-(4,4-difluorocyclohexyl)-4-(4-methylthiazol-2-yl)-6-(2-oxa-6-azaspiro[3.3]heptan-6-yl)pyrimidin-2-amine FC1(CCC(CC1)NC1=NC(=CC(=N1)C=1SC=C(N1)C)N1CC2(COC2)C1)F